C(C)N1N=CC=C1C=1C=C(C(=O)OC)C=C(C1)F methyl 3-(1-ethyl-1H-pyrazol-5-yl)-5-fluorobenzoate